N-myristyl-acrylamide C(CCCCCCCCCCCCC)NC(C=C)=O